N6-(4-(((1-methylpiperidin-4-yl)oxy)methyl)benzyl)isoquinoline-3,6-diamine Tert-butyl-(6-((4-(((1-methylpiperidin-4-yl)oxy)methyl)benzyl)amino)isoquinolin-3-yl)carbamate C(C)(C)(C)N(C(O)=O)C=1N=CC2=CC=C(C=C2C1)NCC1=CC=C(C=C1)COC1CCN(CC1)C.CN1CCC(CC1)OCC1=CC=C(CNC=2C=C3C=C(N=CC3=CC2)N)C=C1